N-[3-trimethoxysilylpropyl]octadecanamide CO[Si](CCCNC(CCCCCCCCCCCCCCCCC)=O)(OC)OC